N[C@H](C)C=1C=C(C#N)C=C(C1)C(F)(F)F (R)-3-(1-aminoethyl)-5-(trifluoromethyl)benzonitrile